C1(=CC=CC=C1)N(C1=CC=C(C=C1)C1=C(SC=C1)C=O)C1=CC=CC=C1 (4-(diphenylamino)phenyl)thiophene-2-formaldehyde